ClC1=C(C=CC=2C3=C(NC12)CCN([C@@H]3C(F)F)C(=O)C3=NC=C(C=N3)OC)Cl (S)-(6,7-dichloro-1-(difluoromethyl)-1,3,4,5-tetrahydro-2H-pyrido[4,3-b]indol-2-yl)(5-methoxypyrimidin-2-yl)methanone